N1N=CC2=CC=C(C=C12)[C@H]1N(C[C@@H](CC1)C)C(C(=O)NC=1C=C(C(=NC1)NC(OC(C)(C)C)=O)C)=O tert-Butyl N-[5-[[2-[(2S,5R)-2-(1H-indazol-6-yl)-5-methyl-1-piperidyl]-2-oxo-acetyl]amino]-3-methyl-2-pyridyl]carbamate